N=1C=C(N2C1C=NC=C2)C(=O)Cl Imidazo[1,2-a]pyrazine-3-carbonyl chloride